C(C)(C)C1=NC=CC=C1C1=NC=C2N(C(N(C2=N1)CC1=CC=C(C(=N)NC)C=C1)=O)C 4-((2-(2-isopropylpyridin-3-yl)-7-methyl-8-oxo-7,8-dihydro-9H-purin-9-yl)methyl)-N-methylbenzamidine